N-methyl-1H-indole-2-carboxamide dihydrochloride Cl.Cl.CNC(=O)C=1NC2=CC=CC=C2C1